(-)-1,2-Bis(4-(trifluoromethyl)phenyl)ethan-2-d-1-ol FC(C1=CC=C(C=C1)C(C([2H])C1=CC=C(C=C1)C(F)(F)F)O)(F)F